COC([C@H](OC)OC1=NN(C(=C1C(F)F)C=1C=NC(=CC1)F)C1=C(C=CC=C1)F)=O |r| Methyl-(2RS)-{[4-(difluoromethyl)-1-(2-fluorophenyl)-5-(6-fluoropyridine-3-yl)-1H-pyrazol-3-yl]oxy}-(methoxy)acetate